2-chloro-4,6-diphenyl-(1,3,5)triazine ClC1=NC(=NC(=N1)C1=CC=CC=C1)C1=CC=CC=C1